1-(3,4-dihydroquinolin-1(2H)-yl)pent-4-en-1-one N1(CCCC2=CC=CC=C12)C(CCC=C)=O